7-bromo-6-chloro-8-fluoro-5-methylquinazoline-2,4-diol BrC1=C(C(=C2C(=NC(=NC2=C1F)O)O)C)Cl